OC1=C(C=CC=C1)N1CC=C(C(=O)O)C=C1 N-[(2-hydroxy)phenyl]isonicotinic acid